N1=CC=CC2=CC(=CC=C12)C=1N=CC2=C(N1)NC=C2C2=CC=1C=NC=CC1S2 2-(2-(quinolin-6-yl)-7H-pyrrolo[2,3-d]pyrimidin-5-yl)thieno[3,2-c]pyridine